methyl 2-[5-[(5R)-6-(2-amino-5-bromo-anilino)-5-methyl-hexyl]-1-methyl-pyrazol-4-yl]-6-methyl-pyridine-4-carboxylate NC1=C(NC[C@@H](CCCCC2=C(C=NN2C)C2=NC(=CC(=C2)C(=O)OC)C)C)C=C(C=C1)Br